C1(CC1)C=1N=NC=CC1 cyclopropylpyridazin